N-[2-(3-chlorophenyl)-2-methoxy-propyl]-2-(2-fluorophenyl)cyclopropanecarboxamide ClC=1C=C(C=CC1)C(CNC(=O)C1C(C1)C1=C(C=CC=C1)F)(C)OC